2-(4-(5-(6-(2,6-dimethylpyridin-4-yl)-3-methyl-1H-indol-2-yl)pyridin-2-yl)piperazin-1-yl)ethan-1-ol CC1=NC(=CC(=C1)C1=CC=C2C(=C(NC2=C1)C=1C=CC(=NC1)N1CCN(CC1)CCO)C)C